C1(=CC=CC=C1)N1C2=CC=CC=C2C=2C1=CC=C1C3=CC=CC=C3N(C21)C2=NC(=CC=C2)N2C1=CC=CC=C1C=1C=CC=CC21 5-phenyl-12-(6-(9H-carbazol-9-yl)pyridin-2-yl)-5H,12H-indolo[3,2-a]Carbazole